[C@@H]1(CC(C(CC1)C(C)C)OC(=O)Cl)C (1R)-menthylchloroformate